(2R,5'S)-5-(difluoromethyl)-5'-methyl-3H-spiro[furo[2,3-c]pyridine-2,3'-pyrrolidine]-1'-carboxylic acid tert-butyl ester C(C)(C)(C)OC(=O)N1C[C@]2(C[C@@H]1C)CC=1C(=CN=C(C1)C(F)F)O2